C(C)(=O)C1=C(C2=C(N=C(N=C2)NC=2C=NC(=CC2)N2CCC(CC2)OC2=CC=C(C=C2)CO)N(C1=O)C1CCCC1)C 6-acetyl-8-cyclopentyl-2-((6-(4-(4-(hydroxymethyl)phenoxy)-piperidin-1-yl)pyridin-3-yl)amino)-5-methylpyrido[2,3-d]pyrimidin-7(8H)-one